N-(2,3,5,6,7,8-hexahydro-1H-cyclopenta[b]quinolin-9-yl)-1H-imidazole-1-carboxamide C1CCC2=NC=3CCCCC3C(=C21)NC(=O)N2C=NC=C2